C(C1=CC=CC=C1)OC(=O)C12CC(C1)(C2)N2C(OC1(C2)CCN(CC1)C(=O)OC(C)(C)C)=O tert-butyl 3-(3-((benzyloxy)carbonyl)bicyclo[1.1.1]pentan-1-yl)-2-oxo-1-oxa-3,8-diazaspiro[4.5]decane-8-carboxylate